Cl.COC([C@@H](N)CCCN(C(N)=N)[N+](=O)[O-])=O N'-Nitro-L-arginine-METHYL ESTER hydrochloride